benzamide-2,3,4,5,6-d5 C(C1=C(C(=C(C(=C1[2H])[2H])[2H])[2H])[2H])(=O)N